C(C)(C)(C)[C@@H]1N=C(N(C1)C1=CC=CC=C1)C1=C(C=CC=C1)[N+](=O)[O-] 2-[(4S)-4-tert-butyl-N-phenyl-2-imidazolinyl]nitrobenzene